1-((2-methylallyl)oxy)octaneAldehyde CC(COC(CCCCCCC)=O)=C